BrC1=NC(=CC(=C1O)O)I 2-Bromo-6-iodopyridine-3,4-diol